tert-butyl N-{1-[2-(7-fluoro-6-methoxy-2-methylindazol-5-yl)pyrido[3,2-d]pyrimidin-6-yl]pyrrolidin-3-yl}carbamate FC1=C(C(=CC2=CN(N=C12)C)C=1N=CC2=C(N1)C=CC(=N2)N2CC(CC2)NC(OC(C)(C)C)=O)OC